1,2,3,4-TETRAHYDROISOQUINOLINE-6-CARBALDEHYDE HYDROCHLORIDE Cl.C1NCCC2=CC(=CC=C12)C=O